2-AMINO-4-METHYLENE-CYCLOPENTANECARBOXYLIC ACID NC1C(CC(C1)=C)C(=O)O